C1(CC1)N1C2=C(C(=CC1=O)O)C=NN2C2=C(C=C(C=C2)F)F 7-cyclopropyl-1-(2,4-difluorophenyl)-4-hydroxy-pyrazolo[3,4-b]pyridin-6-one